(E)-N-(4-(8-(4-chloro-1,2,6-trimethyl-1H-benzo[d]imidazol-5-yl)-1-iodoindolizine-3-carbonyl)-2,6-difluorophenyl)-4-(((1r,4r)-4-methoxycyclohexyl)amino)but-2-enamide ClC1=C(C(=CC=2N(C(=NC21)C)C)C)C2=CC=CN1C(=CC(=C21)I)C(=O)C2=CC(=C(C(=C2)F)NC(\C=C\CNC2CCC(CC2)OC)=O)F